FC(C=1C(=NC=CC1)C=O)(F)F 3-(trifluoromethyl)pyridine-carbaldehyde